4-Nitrobenzyl (4S,5R,6S)-6-((R)-1-hydroxyethyl)-4-methyl-7-oxo-3-(phenoxymethyl)-1-azabicyclo[3.2.0]hept-2-ene-2-carboxylate O[C@H](C)[C@@H]1[C@H]2[C@H](C(=C(N2C1=O)C(=O)OCC1=CC=C(C=C1)[N+](=O)[O-])COC1=CC=CC=C1)C